C(C)(C)(C)OC(=O)N1CCC(CC1)(O)C=1C=NC(=CC1)C#N 4-(6-cyanopyridin-3-yl)-4-hydroxypiperidine-1-carboxylic acid tert-butyl ester